Sodium Lauroyl-acetylpiperidin-4-yl ((S)-1-(((S)-1-(benzo[d]thiazol-2-yl)-5-guanidino-1-oxopentan-2-yl)amino)-4-methyl-1-oxopentan-2-yl)carbamate S1C(=NC2=C1C=CC=C2)C([C@H](CCCNC(=N)N)NC([C@H](CC(C)C)NC(OC2CC(N(CC2)C(C)=O)C(CCCCCCCCCCC)=O)=O)=O)=O.[Na]